rac-(1R,2S)-1-methyl-2-phenylcyclopropan-1-amine C[C@@]1([C@@H](C1)C1=CC=CC=C1)N |r|